4,6-dimethoxy-N-(7-(trifluoromethyl)-4H-chromeno[4,3-d]thiazol-2-yl)pyrimidine-5-carboxamide COC1=NC=NC(=C1C(=O)NC=1SC2=C(N1)C=1C=CC(=CC1OC2)C(F)(F)F)OC